1-(bromomethyl)-2-iodo-benzene BrCC1=C(C=CC=C1)I